S1C(=NC2=C1C=CC=C2)C2=C(C=CC=C2)NC2=CC1=C(SC3=C1C=CC=C3)C=C2 N-(2-(benzo[d]thiazol-2-yl)phenyl)dibenzo[b,d]thiophen-2-amine